NC1=C(C=C(C=N1)NC(C(=O)N1[C@@H](C[C@@H](CC1)C(C(C)C)=O)C=1C=C2CCC(NC2=CC1)=O)=O)C N-(6-amino-5-methyl-3-pyridyl)-2-[(2S,4R)-4-(2-methylpropanoyl)-2-(2-oxo-3,4-dihydro-1H-quinolin-6-yl)-1-piperidyl]-2-oxo-acetamide